C(C)(C)(C)OC(=O)N1C(CCC2=CC=CN=C12)CCCN1C[C@@H]2C([C@@H]2C1)NC(CC(=O)OC)C1=CC=C(C=C1)OC(C)C (3-((1R,5S,6S)-6-((1-(4-isopropoxyphenyl)-3-methoxy-3-oxopropyl)amino)-3-azabicyclo[3.1.0]hex-3-yl)propyl)-3,4-dihydro-1,8-naphthyridine-1(2H)-carboxylic acid tert-butyl ester